2-(((tert-butoxycarbonyl)(methyl)amino)methyl)-3-methylbutanoate C(C)(C)(C)OC(=O)N(C)CC(C(=O)[O-])C(C)C